(trifluoromethyl)oxazolo[4,5-c]pyridin FC(F)(F)C=1OC2=C(C=NC=C2)N1